COC=1C=C(C=CC1)C1=CC(=NN1C1=NC=CC=C1)COC(C(=O)O)(C)C 2-([5-(3-methoxyphenyl)-1-(pyridin-2-yl)-1H-pyrazol-3-yl]methoxy)-2-methylpropanoic acid